(S)-(2,2-difluorocyclopropyl)methyl methanesulfonate CS(=O)(=O)OC[C@H]1C(C1)(F)F